2-(2-((2-(1-(2-(dimethylamino)ethyl)-1H-benzo[d]imidazol-2-yl)ethyl)amino)ethyl)-N-((3-fluoropyridin-2-yl)methyl)oxazole-4-carboxamide CN(CCN1C(=NC2=C1C=CC=C2)CCNCCC=2OC=C(N2)C(=O)NCC2=NC=CC=C2F)C